C(C)N1C(C(=CC=C1)CC)=O ethyl-3-ethyl-2-oxo-1H-pyridine